COC=1C=CC=C2C(C(CS(C12)(=O)=O)C(C(=O)OCC)=O)=O Ethyl 2-(8-methoxy-1,1-dioxido-4-oxothiochroman-3-yl)-2-oxoacetate